4-bromo-2-chloro-6-(trifluoromethyl)pyridin-3-amine BrC1=C(C(=NC(=C1)C(F)(F)F)Cl)N